ClC=1C=C(C=C2CCC(N(C12)C)=O)C=1C=C(C=NC1)CNS(=O)(=O)CC Ethanesulfonic acid [5-(8-chloro-1-methyl-2-oxo-1,2,3,4-tetrahydro-quinolin-6-yl)-pyridin-3-ylmethyl]-amide